C([C@@H](C(=O)[O-])N)S(=O)[O-] The molecule is dianion of 3-sulfino-L-alanine arising from deprotonation of carboxy and sulfinate groups. It is a L-alpha-amino acid anion and an alkanesulfinate. It is a conjugate base of a 3-sulfino-L-alanine(1-).